[4-(6-chloro-9H-purin-9-yl)cyclopent-2-en-1-yl]methanol ClC1=C2N=CN(C2=NC=N1)C1C=CC(C1)CO